tert-Butyl 7-(acetoxymethyl)-5-bromo-1H-indazole-1-carboxylate C(C)(=O)OCC=1C=C(C=C2C=NN(C12)C(=O)OC(C)(C)C)Br